tert-butyl 2-[[3-(tert-butoxycarbonylamino)azetidine-1-carbonyl]amino]-4-methyl-thiazole-5-carboxylate C(C)(C)(C)OC(=O)NC1CN(C1)C(=O)NC=1SC(=C(N1)C)C(=O)OC(C)(C)C